lithium benzylalcoholate C(C1=CC=CC=C1)[O-].[Li+]